(7-(2-Fluoro-3-methoxyphenyl)-2-azaspiro[3.5]nonan-2-yl)((1s,3s)-3-hydroxy-3-methylcyclobutyl)methanon FC1=C(C=CC=C1OC)C1CCC2(CN(C2)C(=O)C2CC(C2)(C)O)CC1